C(C(=C)C)(=O)OC1CC(N(C(C1)(C)C)CCC)(C)C 4-methacryloyloxy-1-propyl-2,2,6,6-tetramethylpiperidine